4-(3-methyl-5-(4,4,5,5-tetramethyl-1,3,2-dioxaborolan-2-yl)pyridin-2-yl)morpholine ethyl-3,3-bis(t-butylperoxy)-butyrate C(C)OC(CC(C)(OOC(C)(C)C)OOC(C)(C)C)=O.CC=1C(=NC=C(C1)B1OC(C(O1)(C)C)(C)C)N1CCOCC1